C(C)OC(=O)C=1NC=C(C1NC(=O)OC(C)(C)C)I.ClS[SiH3] chloro(thio)silane ethyl-3-((tert-butoxycarbonyl)amino)-4-iodo-1H-pyrrole-2-carboxylate